O1C(=NC2=C1C=CC=C2)N2CC(C2)O 1-(benzo[d]oxazol-2-yl)azetidin-3-ol